ClC(C)C1=CC2=C(CC(O2)(C)C)C=C1 6-(1-chloroethyl)-2,2-dimethyl-2,3-dihydrobenzofuran